O(C)[Si](C)(C)C methoxyl-trimethylsilane